C(C)(C)(C)OC(NC=1N=NC(=CC1)OCCN1CCS(CC1)(=O)=O)=O.ClC1=CC=C(C=N1)NC1=CC=CC=C1 (6-chloropyridin-3-yl)aniline tert-butyl-N-[6-[2-(1,1-dioxo-1,4-thiazinan-4-yl)ethoxy]pyridazin-3-yl]carbamate